CCNCCC 3-azahexane